ClC1=C(C=NC(=C1)N1N=NC=C1)COC1=C(C=CC(=N1)C1=C(C(=C(CC2=NC3=C(N2CCOC)C=C(C=C3F)C(=O)O)C(=C1)F)F)F)F 2-(4-(6-((4-chloro-6-(1H-1,2,3-triazol-1-yl)pyridin-3-yl)methoxy)-5-fluoropyridin-2-yl)-2,3,6-trifluorobenzyl)-4-fluoro-1-(2-methoxyethyl)-1H-benzo[d]imidazole-6-carboxylic acid